ONC(=N)C=1C=C2C(=NC1)C(CC2)NC(C2=CC=CC=C2)=O N-[3-(N-hydroxycarbamimidoyl)-5H,6H,7H-cyclopenta[b]pyridin-7-yl]benzamide